FC1(OC2=C(O1)C=CC(=C2)C=CC(=O)N2CCN(CC2)C(C2=CC(=NC=C2)C(C)(C)O)=O)F 3-(2,2-difluorobenzo[d][1,3]dioxol-5-yl)-1-(4-(2-(2-hydroxypropan-2-yl)isonicotinoyl)piperazin-1-yl)prop-2-en-1-one